tert-butyl (±)-2-((2,4-dimethoxybenzyl)amino)-6,7,8,9-tetrahydro-5H-5,8-epiminobenzo[7]annulene-10-carboxylate COC1=C(CNC=2C=CC3=C(CC4CCC3N4C(=O)OC(C)(C)C)C2)C=CC(=C1)OC